2-hydroxy-6,7,8,9-tetrahydro-5H-cyclohepta[b]pyridine-3-carboxylic acid methyl ester COC(=O)C=1C=C2C(=NC1O)CCCCC2